3,5-dimethyl-4-[6-(7-methylimidazo[1,2-b]pyridazin-6-yl)-7,8-dihydro-5H-1,6-naphthyridin-3-yl]isoxazole CC1=NOC(=C1C=1C=NC=2CCN(CC2C1)C=1C(=CC=2N(N1)C=CN2)C)C